C(C)(C)(C)OC(C(C)(C)N1C(NC2=C(C1=O)C(=C(S2)C(=O)OCC)C)=O)=O Ethyl 3-(1-(tert-butoxy)-2-methyl-1-oxoprop-2-yl)-5-methyl-2,4-dioxo-1,2,3,4-tetrahydrothieno[2,3-d]pyrimidine-6-carboxylate